COCCOC1=CC(=NC2=CC=C(C=C12)[N+](=O)[O-])C1=CN=CS1 5-(4-(2-methoxyethoxy)-6-nitroquinolin-2-yl)thiazole